CCC(CCC)O (E)-3-hexanol